7-chloro-1-(4-fluoro-2-methylphenyl)-3-(2-methyl-6-oxo-1,6-dihydropyridin-3-yl)-2,3-dihydropyrido[4,3-d]pyrimidin-4(1H)-one ClC1=CC=2N(CN(C(C2C=N1)=O)C1=C(NC(C=C1)=O)C)C1=C(C=C(C=C1)F)C